(3-(2-(3-oxa-8-azabicyclo[3.2.1]oct-8-yl)-5-(2-(methylthio)pyrimidin-4-yl)thiazol-4-yl)-2-fluorophenyl)acetamide C12COCC(CC1)N2C=2SC(=C(N2)C=2C(=C(C=CC2)CC(=O)N)F)C2=NC(=NC=C2)SC